4-([1,1'-biphenyl]-3-yl)-2-amino-6-(benzyloxy)pyridine-3,5-dicarbonitrile C1(=CC(=CC=C1)C1=C(C(=NC(=C1C#N)OCC1=CC=CC=C1)N)C#N)C1=CC=CC=C1